ClC1=CC(=C(C(=C1)C(C)C)NC(=O)NS(=O)(=O)C=1SC(=C(N1)C)C(C)(C)O)C(C)C N-(4-chloro-2,6-diisopropylphenylcarbamoyl)-5-(2-hydroxypropan-2-yl)-4-methylthiazole-2-sulfonamide